N-(6-(difluoromethyl)pyridin-3-yl)-6-(2-methoxyethoxy)-2-(1-methyl-1H-imidazol-5-yl)pyrimidine-4-carboxamide FC(C1=CC=C(C=N1)NC(=O)C1=NC(=NC(=C1)OCCOC)C1=CN=CN1C)F